C(C)(C)(C)OC(=O)N1CCC(CC1)CCNC(=O)OCC1=CC=CC=C1 4-(2-(((benzyloxy)carbonyl)amino)ethyl)piperidine-1-carboxylic acid tert-butyl ester